(S)-6-chloro-3-isopropyl-N-(1-phenylethyl)imidazo[1,2-a]pyrazin-8-amine ClC=1N=C(C=2N(C1)C(=CN2)C(C)C)N[C@@H](C)C2=CC=CC=C2